Di-3-methyl-3-methoxybutyl peroxy dicarbonate CC(C)(CCOC(=O)OOC(=O)OCCC(C)(C)OC)OC